ethyl 7-bromo-[1,2,4]triazolo[1,5-a]pyridine-2-carboxylate BrC1=CC=2N(C=C1)N=C(N2)C(=O)OCC